C1(=CC=CC=C1)C1=C(C(=NN=N1)C=1C(=C(C=CC1)C1=CC=CC=C1)C1=C(C=CC=2SC3=C(C21)C=CC=C3)C3=C(C(=CC=2C1=CC=CC=C1CC32)C)C)C3=CC=CC=C3 (diphenyltriazineyl)[(dimethylfluorenyl)dibenzothiophenyl]biphenyl